N(=[N+]=[N-])CC(=O)NCCCN1N=CC=C1C(=O)N[C@H](C(=O)NC1=CC=C(C=C1)C=1C(=NNC1C)C)C(C1CC1)C1CC1 2-[3-[(2-azidoacetyl)amino]propyl]-N-[(1S)-1-(dicyclopropylmethyl)-2-[4-(3,5-dimethyl-1H-pyrazol-4-yl)anilino]-2-oxo-ethyl]pyrazole-3-carboxamide